O=C1NC(C[C@@H](N1)C(=O)NCC1=CC=C(C=C1)NC1=CC=C(C=C1)N1CCC(CC1)C(F)(F)F)=O (R)-2,6-dioxo-N-(4-((4-(4-(trifluoromethyl)piperidin-1-yl)phenyl)amino)benzyl)hexahydropyrimidine-4-carboxamide